OCC=1C=C(C=CC1)S(=O)(=O)NC1=C(C(=O)NC2=CC=C(C=C2)C)C=CC=C1 2-((3-(hydroxymethyl)phenyl)sulfonamido)-N-(p-tolyl)benzamide